O=C1NC2=CC=C(C=C2C12CCCCC2)C(=O)NCC(F)(F)F 2'-oxo-N-(2,2,2-trifluoroethyl)spiro[cyclohexane-1,3'-indoline]-5'-carboxamide